C(C)(C)C1=CC=C(C=C1)C=1N=C(C=C2C1OCC2)NC(C)=O N-(7-(4-isopropylphenyl)-2,3-dihydrofuro[2,3-c]pyridin-5-yl)acetamide